C(C)(C)N(P(O)(O)(CC=C)CC=C)C(C)C diallyl-phosphorous (diisopropylamide)